(1-cyanocyclopropyl)methylammonium chloride [Cl-].C(#N)C1(CC1)C[NH3+]